N-(3-fluoro-2,6-diisopropylphenylcarbamoyl)-3-(2-hydroxypropan-2-yl)-5-(pyridin-4-yl)benzenesulfonamide FC=1C(=C(C(=CC1)C(C)C)NC(=O)NS(=O)(=O)C1=CC(=CC(=C1)C1=CC=NC=C1)C(C)(C)O)C(C)C